3-[(4-pyrimidine-2-carboxamido)phenyl]propionamide N1=C(N=CC=C1)C(=O)NC1=CC=C(C=C1)CCC(=O)N